C(C)(C)(C)OC(NC=1C(=NN(C1)C1CC2(CN(C2)C2CCOCC2)C1)C(N(C)OC)=O)=O N-{3-[methoxy(methyl)carbamoyl]-1-[2-(tetrahydro-2H-pyran-4-yl)-2-azaspiro[3.3]heptan-6-yl]-1H-pyrazol-4-yl}carbamic acid tert-butyl ester